OC=1C=CC=C2CCC(NC12)=O 3,4-dihydro-8-hydroxy-2(1H)-quinolinone